FC(C)(F)C1=NN2C(=NN(C(C2=C1)=O)CC(=O)O)C(C)C 2-(2-(1,1-difluoroethyl)-7-isopropyl-4-oxopyrazolo[1,5-d][1,2,4]triazin-5(4H)-yl)acetic acid